CC1=CC=CC=2C3=CC=CC=C3CC12 1-Methylfluorene